[Na+].C(CCC(=O)[O-])(=O)[O-].C(CCC(=O)[O-])(=O)[O-].[Na+].[Na+].[Na+] bissuccinate sodium